CC1=CC(=NO1)CNC(=O)N[C@@H]1C[C@H](C=2C1=CC(=C1C=C(N=CC21)C2CC2)S(NCC(C)C)(=O)=O)NC2=NC1=C(N2)C=CC=C1 |r| 1-[(5-Methyl-1,2-oxazol-3-yl)methyl]-3-[trans-(7RS,9RS)-9-(1H-benzimidazol-2-ylamino)-3-cyclopropyl-5-(2-methylpropylsulfamoyl)-8,9-dihydro-7H-cyclopenta[h]isochinolin-7-yl]urea